BrCCCCOC(C)(C)C 1-Bromo-4-(1,1-dimethylethoxy)butane